methyl ((3R)-3-((3R,10S,13R,17R)-3-hydroxy-10,13-dimethyl-7-oxohexadecahydro-1H-cyclopenta[a]phenanthren-17-yl)butyl)carbamate O[C@@H]1CC[C@@]2(C3CC[C@@]4([C@H](CCC4C3C(CC2C1)=O)[C@@H](CCNC(OC)=O)C)C)C